[1-(pyridin-3-yl)piperidin-4-yl]methanol N1=CC(=CC=C1)N1CCC(CC1)CO